Methyl (((1-(phenylsulfonyl)piperidin-4-yl)oxy)carbonyl)-L-leucinate C1(=CC=CC=C1)S(=O)(=O)N1CCC(CC1)OC(=O)N[C@@H](CC(C)C)C(=O)OC